FC1=CC(=C(C=C1C=1OC=CC1)NC1=NC=NC2=CC(=C(C=C12)OC1CCN(CC1)C(C=C)=O)OC)C(C)(C)O 1-(4-((4-((4-fluoro-5-(furan-2-yl)-2-(2-hydroxypropan-2-yl)phenyl)amino)-7-methoxyquinazolin-6-yl)oxy)piperidine-1-yl)prop-2-en-1-one